C(CCCCCCCCCCC\C=C/CCCCCCCC)(=O)N[C@@H]([C@H](O)C)C(=O)O N-erucoyl-threonine